tert-butyl ((3-bromo-2,4,6-trifluorophenyl)sulfonyl)(isothiazol-3-yl)carbamate BrC=1C(=C(C(=CC1F)F)S(=O)(=O)N(C(OC(C)(C)C)=O)C1=NSC=C1)F